5-(7-bromo-2-chloro-8-fluoroquinazolin-4-yl)-N,3-dimethyl-5,6,7,8-tetrahydro-4H-pyrazolo[1,5-a][1,4]diazepine-2-carboxamide BrC1=CC=C2C(=NC(=NC2=C1F)Cl)N1CC=2N(CCC1)N=C(C2C)C(=O)NC